N1CCC2(CC1)OCC1=CC=CC=C12 2H-spiro[isobenzofuran-1,4'-piperidine]